CC=1N(N=C2C(=NN=C(C21)C)N2C[C@H]([C@@H](CC2)C(=O)NCCCN(C)C)C)C2=CC=C(C=C2)C (3S,4R)-1-(3,4-dimethyl-2-(p-tolyl)-2H-pyrazolo[3,4-d]pyridazin-7-yl)-N-(3-(dimethylamino)propyl)-3-methylpiperidine-4-carboxamide